N1(CCCCC1)C1CCN(CC1)C=1C(=CC(=C(C1)NC(C=C)=O)NC1=NC=C(C(=N1)NC1=C(C=CC=C1)OC(C)C)C#N)C N-(5-([1,4'-bipiperidin]-1'-yl)-2-((5-cyano-4-((2-isopropoxyphenyl)amino)pyrimidin-2-yl)amino)-4-methylphenyl)acrylamide